FC(C(N1[C@H]2COC[C@@H]1CN(C2)S(N)(=O)=O)=O)(F)C=2C=C(C(=O)NC1=CC(=C(C=C1)F)C)C=CC2F 3-(1,1-difluoro-2-oxo-2-((1R,5S)-7-sulfamoyl-3-oxa-7,9-diazabicyclo[3.3.1]nonan-9-yl)ethyl)-4-fluoro-N-(4-fluoro-3-methylphenyl)benzamide